COC1CCC(CC1)CN1CCN(CC1)CC1=CC=2N(C=C1)N=CC2N2C(NC(CC2)=O)=O 1-(5-((4-(((1s,4s)-4-methoxycyclohexyl)methyl)piperazin-1-yl)methyl)pyrazolo[1,5-a]pyridin-3-yl)dihydropyrimidine-2,4(1H,3H)-dione